2-amino-4-(5-chloro-1H-indol-3-yl)pyrimidine Tert-butyl-4-(3-(1-(3-(4-methoxyphenyl)-1,2,4-oxadiazol-5-yl)piperidine-4-carboxamido)propyl)piperazine-1-carboxylate C(C)(C)(C)OC(=O)N1CCN(CC1)CCCNC(=O)C1CCN(CC1)C1=NC(=NO1)C1=CC=C(C=C1)OC.NC1=NC=CC(=N1)C1=CNC2=CC=C(C=C12)Cl